1-palmitoyl-2-stearoyl-sn-glycero-3-phospho-choline C(CCCCCCCCCCCCCCC)(=O)OC[C@@H](OC(CCCCCCCCCCCCCCCCC)=O)COP(=O)([O-])OCC[N+](C)(C)C